FC=1C=C(C=C(C1[C@H]1N([C@@H](CC2=C1NC1=CC=CC=C21)C)CC(C)(C)F)F)/C=C/C(=O)O (E)-3-[3,5-difluoro-4-[(1R,3R)-2-(2-fluoro-2-methylpropyl)-3-methyl-1,3,4,9-tetrahydropyrido[3,4-b]indol-1-yl]phenyl]propan-2-enoic acid